C(CC)OC1=C(C=C(C=C1)B(O)O)C (4-PROPOXY-3-METHYLPHENYL)BORONIC ACID